tert-butyl (4aS,8aS)-6-(3-bromophenyl)-4-oxo-4a,5,8,8a-tetrahydro-2H-3,1-benzoxazine-1-carboxylate BrC=1C=C(C=CC1)C1=CC[C@H]2[C@@H](C(OCN2C(=O)OC(C)(C)C)=O)C1